1,4-naphthoquinone compound with N,N-diethylethylenediamine C(C)N(CCN)CC.C1(C=CC(C2=CC=CC=C12)=O)=O